FC(COC1=NC(=NC=C1C(=O)NC1=CC2=CN(N=C2C(=C1)F)C)N1CCNCC1)F (2,2-difluoroethoxy)-N-(7-fluoro-2-methyl-2H-indazol-5-yl)-2-(piperazin-1-yl)pyrimidine-5-carboxamide